7-(4'-tert-butylphenyl)-1,2-dimethyl-1H-indene C(C)(C)(C)C1=CC=C(C=C1)C=1C=CC=C2C=C(C(C12)C)C